2-methyl-4-(5-nitro-6-(thiophene-3-yl)-2H-indazol-2-yl)butan-2-ol CC(C)(CCN1N=C2C=C(C(=CC2=C1)[N+](=O)[O-])C1=CSC=C1)O